C(=CC1=CC=CC=C1)S(=O)(=O)N=[N+]=[N-] styrenesulfonyl azide